C(C)(C)(C)[N+]#[C-] tertiary butyl isonitrile